[C@H]12C(C[C@H](CC1)C2)C2=CC=C(OC1=NC=C(C(=O)OCC)C=C1)C=C2 ethyl 6-(4-((1S,4R)-bicyclo[2.2.1]heptan-2-yl)phenoxy)nicotinate